FC1=CC=C(CNC(CN2N=C(C=CC2=O)C2=CC=C(C=C2)OC)=O)C=C1 N-(4-fluorobenzyl)-2-(3-(4-methoxyphenyl)-6-oxopyridazin-1(6H)-yl)acetamide